rel-2-((3R,4R)-4-((4-(cyclopropyl(4-(trifluoromethyl)benzyl)amino)-5-fluoro-7H-pyrrolo[2,3-d]pyrimidin-7-yl)methyl)-3-hydroxypiperidin-1-yl)acetamide C1(CC1)N(C=1C2=C(N=CN1)N(C=C2F)C[C@@H]2[C@H](CN(CC2)CC(=O)N)O)CC2=CC=C(C=C2)C(F)(F)F |o1:15,16|